dieicosyl methylenemalonate C=C(C(=O)OCCCCCCCCCCCCCCCCCCCC)C(=O)OCCCCCCCCCCCCCCCCCCCC